(Z)-7-(5-(5-bromo-2-methoxybenzylidene)-2,4-dioxathiazolidin-3-yl)-N-hydroxyheptanamide BrC=1C=CC(=C(\C=C/2\ON(OS2)CCCCCCC(=O)NO)C1)OC